4-(1-hydroxy-2-methylpropyl)benzoyl-hydrazine Sodium monohydrogen iodate I(=O)(=O)O.[Na].OC(C(C)C)C1=CC=C(C(=O)NN)C=C1